benzyl (2S,4R)-4-(azidomethyl)-1-((9,9-difluoro-9H-fluorene-3-carbonyl)glycyl)-4-fluoropyrrolidine-2-carboxylate N(=[N+]=[N-])C[C@]1(C[C@H](N(C1)C(CNC(=O)C=1C=CC=2C(C3=CC=CC=C3C2C1)(F)F)=O)C(=O)OCC1=CC=CC=C1)F